1H-indole-6-methylamine N1C=CC2=CC=C(C=C12)CN